NC1=CC(=C(C=C1)O)CNCCO 4-amino-2-(beta-hydroxyethylaminomethyl)phenol